4-(3-((2-(4-(difluoromethoxy)phenyl)-8-methoxy-2,3-dihydrobenzo[b][1,4]dioxin-6-yl)methyl)-3H-imidazo[4,5-b]pyridin-6-yl)-2-methylbut-3-yn-2-amine FC(OC1=CC=C(C=C1)C1COC2=C(O1)C(=CC(=C2)CN2C=NC=1C2=NC=C(C1)C#CC(C)(N)C)OC)F